(5'S,7a'R)-1-[4-(oxetan-3-yl)pyrazolo[1,5-a]pyridin-7-yl]-5'-phenyltetrahydro-3'H-spiro[piperidine-4,2'-pyrrolo[2,1-b][1,3]oxazol]-3'-one O1CC(C1)C=1C=2N(C(=CC1)N1CCC3(C(N4[C@H](O3)CC[C@H]4C4=CC=CC=C4)=O)CC1)N=CC2